FC1(OC2=C(O1)C=CC(=C2)C(NC(CCOCCNC2=C1C(N(C(C1=CC=C2)=O)C2C(NC(CC2)=O)=O)=O)=O)C2=CC(=C1C=CC=NC1=C2O)C)F N-((2,2-difluoro-benzo[d][1,3]dioxol-5-yl)(8-hydroxy-5-methylquinolin-7-yl)methyl)-3-(2-((2-(2,6-dioxopiperidin-3-yl)-1,3-dioxoisoindolin-4-yl)amino)-ethoxy)propanamide